FC1=C(CC(C(=O)OCC)(C(=O)OCC)CC)C=CC(=C1)F diethyl 2-(2,4-difluorobenzyl)-2-ethylmalonate